C(#N)C1=NC2=CC(=CC(=C2N=C1N1CCN(CC1)C1=CC=C(C2=CC(=CC=C12)O)C#N)[C@@H](C)NC1=C(C(=O)O)C=CC=C1)C (R)-2-((1-(2-cyano-3-(4-(4-cyano-6-hydroxynaphthalen-1-yl)piperazin-1-yl)-7-methylquinoxalin-5-yl)ethyl)-amino)benzoic acid